2,2-diphenyl-2,5,7-trihydro-7-methylene-5-oxofuro-[3',4':3,4]naphtho[1,2-b]pyran C1(=CC=CC=C1)C1(C=CC2=C(O1)C1=CC=CC=C1C1=C2C(OC1=C)=O)C1=CC=CC=C1